Tert-butyl N-[[(2S)-4-[3-[1-(2,6-dioxo-3-piperidyl)-3-methyl-2-oxo-benzimidazol-5-yl] propyl]morpholin-2-yl]methyl]carbamate O=C1NC(CCC1N1C(N(C2=C1C=CC(=C2)CCCN2C[C@@H](OCC2)CNC(OC(C)(C)C)=O)C)=O)=O